NS(=O)(=O)N1CCN(CC1)S(=O)(=O)N N,N'-bisaminosulfonylpiperazine